The molecule is a steroidal acyl-CoA that results from the formal condensation of the thiol group of coenzyme A with the carboxy group of 3-hydroxy-9-oxo-9,10-seco-23,24-bisnorchola-1,3,5(10)-trien-22-oic acid. It derives from a 3-hydroxy-9-oxo-9,10-seco-23,24-bisnorchola-1,3,5(10)-trien-22-oic acid. It is a conjugate acid of a 3-hydroxy-9-oxo-9,10-seco-23,24-bisnorchola-1,3,5(10)-trien-22-oyl-CoA(4-). CC1=C(C=C(C=C1)O)CC[C@H]2[C@@H]3CC[C@@H]([C@]3(CCC2=O)C)[C@H](C)C(=O)SCCNC(=O)CCNC(=O)[C@@H](C(C)(C)COP(=O)(O)OP(=O)(O)OC[C@@H]4[C@H]([C@H]([C@@H](O4)N5C=NC6=C(N=CN=C65)N)O)OP(=O)(O)O)O